NC=1C2=C(N=CN1)N(C(=C2C=2C=NC1=CC=CC=C1C2)C#C)C21CCC(CC2)(C1)NC(OCC)=O Ethyl (4-(4-amino-6-ethynyl-5-(quinolin-3-yl)-7H-pyrrolo[2,3-d]pyrimidin-7-yl)-bicyclo[2.2.1]heptan-1-yl)carbamate